6-(2-cyanopyridin-4-yl)quinazolin C(#N)C1=NC=CC(=C1)C=1C=C2C=NC=NC2=CC1